O-(but-2-yn-1-yl)hydroxylamine hydrochloride Cl.C(C#CC)ON